IC=1C(=NC(=NC1OC)OCC1=CC=C(C=C1)OC)OC 5-iodo-4,6-dimethoxy-2-((4-methoxybenzyl)oxy)pyrimidine